C=1N=CN2C1C(CCC2)=O 6,7-Dihydroimidazo[1,5-a]pyridin-8(5H)-one